FC(C(=O)O)(F)F.FC1=CC2=C(N(C(N=C2N2[C@H](CNCC2)C)=O)C=2C(=NC=CC2C)C(C)C)N=C1C1=C(C=CC=C1O)F 6-fluoro-7-(2-fluoro-6-hydroxyphenyl)-1-(2-isopropyl-4-methylpyridin-3-yl)-4-((S)-2-methylpiperazin-1-yl)pyrido[2,3-d]pyrimidin-2(1H)-one trifluoroacetate